ClC1=NC=C2C=CC(=NC2=C1)CSC1CCN(CC1)C(=O)OC(C)(C)C tert-butyl 4-[[(7-chloro-1,6-naphthyridin-2-yl)methyl]sulfanyl]piperidine-1-carboxylate